C(C1=CC=CC=C1)OCCC(C#CC(CCC(F)(F)F)NC(OC(C)(C)C)=O)(F)F tert-butyl (9-(benzyloxy)-1,1,1,7,7-pentafluoronon-5-yn-4-yl)carbamate